ON1C(C=CC=C1)=O 1-hydroxypyridin-2-one